BrC=1C(=C2C(=NC1)NC(=N2)C2=CC=C(C=C2)N2CCN(CC2)CCOCC)NC2CCN(CC2)C 6-Bromo-2-{4-[4-(2-ethoxyethyl)piperazin-1-yl]phenyl}-N-(1-methylpiperidin-4-yl)-3H-imidazo[4,5-b]pyridin-7-amine